4-(methoxymethyl)-5-methylthiophen COCC=1C=CSC1C